COC([C@@H](N(C)C([C@@H](CCC1=CC(=CC=C1)C(F)(F)F)NC(=O)OC(C)(C)C)=O)C)=O ((R)-2-((tert-Butoxycarbonyl)amino)-4-(3-(trifluoromethyl)phenyl)butanoyl)-N-methyl-L-alanine methyl ester